O=C1NC(CCC1N1CC2=CC=C(C=C2C1=O)CNC(OCC=1C=C(C=CC1)C1=CC(=CC=C1)F)=O)=O (3'-fluoro-[1,1'-biphenyl]-3-yl)methyl ((2-(2,6-dioxopiperidin-3-yl)-3-oxoisoindolin-5-yl)methyl)carbamate